ClC=1C(=C(C=CC1O)NC=1C2=C(N=CN1)C=CC(=N2)N2CC1(CCN1C(=O)OC(C)(C)C)C2)F tert-Butyl 6-(4-((3-chloro-2-fluoro-4-hydroxyphenyl)amino)pyrido[3,2-d]pyrimidin-6-yl)-1,6-diazaspiro[3.3]heptane-1-carboxylate